2,2-dibromovinylbenzene BrC(=CC1=CC=CC=C1)Br